4-chloro-5-(3-(2-(difluoromethyl)-4-fluorobenzoyl)-5,6-dihydroimidazo[1,2-a]pyrazin-7(8H)-yl)pyridazin-3(2H)-one ClC=1C(NN=CC1N1CC=2N(CC1)C(=CN2)C(C2=C(C=C(C=C2)F)C(F)F)=O)=O